C1(CC1)C(=O)N1CCC(C1)OCC1=NSC(=C1)C(F)(F)F (cyclopropanecarbonyl)-4-((5-(trifluoromethyl)isothiazol-3-yl)methoxy)pyrrolidin